Racemic-1-(1-(1-(1H-1,2,3-triazol-1-yl)isoquinolin-4-yl)ethyl)-3-(3-chloro-4-fluorophenyl)-1-isobutylurea N1(N=NC=C1)C1=NC=C(C2=CC=CC=C12)[C@@H](C)N(C(=O)NC1=CC(=C(C=C1)F)Cl)CC(C)C |r|